tert-butyl 4-(6-{2,8-dimethylimidazo[1,2-b]pyridazin-6-yl}-4-methyl-1-oxoisoquinolin-2-yl)piperidine-1-carboxylate CC=1N=C2N(N=C(C=C2C)C=2C=C3C(=CN(C(C3=CC2)=O)C2CCN(CC2)C(=O)OC(C)(C)C)C)C1